BrC1=CC(=C(C=C1)O)C(C)(C)O 4-bromo-2-(1-hydroxy-1-methyl-ethyl)phenol